FC1=CC=C(C=N1)C1=CNCCC1 6'-fluoro-1,4,5,6-tetrahydro-3,3'-bipyridine